2-(2-Isopropylphenyl)-N-((1-(1-methyl-4-(trifluoromethyl)-1H-imidazol-2-yl)piperidin-4-yl)methyl)-5-(trifluoromethyl)pyrimidin-4-amine C(C)(C)C1=C(C=CC=C1)C1=NC=C(C(=N1)NCC1CCN(CC1)C=1N(C=C(N1)C(F)(F)F)C)C(F)(F)F